C(C)(=O)N(NC(=O)[C@H]1N2C(N([C@H](CC1)C2)OS(=O)(=O)O)=O)C.[Na] |r| Sodium (2SR,5RS)-N'-acetyl-N'-methyl-7-oxo-6-(sulfooxy)-1,6-diazabicyclo[3.2.1]octane-2-carbohydrazide